NCCCCCCC1=NC(=C2NC=NC2=N1)N (6-aminohexyl)adenine